(5S)-2-(4-Bromo-2-fluorobenzyl)-3-oxo-2,3,5,6,7,8-hexahydro[1,2,4]triazolo[4,3-a]pyridine-5-carboxylic acid BrC1=CC(=C(CN2N=C3N([C@@H](CCC3)C(=O)O)C2=O)C=C1)F